C(CC)CC(C=O)(C1CCCCC1)C1CCCCC1 propyl-dicyclohexyl-propanal